(E)-3,4,5-tris(2-(2-methoxyethoxy)ethoxy)-N-(4-(phenyldiazenyl)phenyl)benzamide COCCOCCOC=1C=C(C(=O)NC2=CC=C(C=C2)\N=N\C2=CC=CC=C2)C=C(C1OCCOCCOC)OCCOCCOC